FC(C(=O)O)(F)F.C(CC#C)C1(N=N1)CCOC=1C=C(C=CC1Cl)C=1N=C2SC3=C(N2C1)C=CC(=C3)S(=O)(=O)C 2-(3-(2-(3-(but-3-yn-1-yl)-3H-diazirin-3-yl)ethoxy)-4-chlorophenyl)-7-(methylsulfonyl)benzo[d]imidazo[2,1-b]thiazole 2,2,2-trifluoroacetate